FC(CCS(=O)(=O)Cl)(F)F 3,3,3-trifluoro-propane-1-sulfonyl chloride